C(=C)CC(=O)O.C(=C)Cl vinyl chloride vinyl-acetate